C(C=C)(=O)N1CC(CCC1)C1=CC(=C2C(=NC=NN21)N)C(=O)NC2=CC=C(C=C2)CC(=O)N(C)C 7-(1-acryloylpiperidin-3-yl)-4-amino-N-(4-(2-(dimethylamino)-2-oxoethyl)phenyl)pyrrolo[2,1-f][1,2,4]triazine-5-carboxamide